piperidine-1-carboxylic acid (3S)-4-[(3S)-1-acetyl-2-oxopyrrolidin-3-yl]-3-({N-[(4-methoxy-1H-indol-2-yl) carbonyl]-L-leucinyl} amino)-2-oxobutyl ester C(C)(=O)N1C([C@@H](CC1)C[C@@H](C(COC(=O)N1CCCCC1)=O)NC([C@@H](NC(=O)C=1NC2=CC=CC(=C2C1)OC)CC(C)C)=O)=O